C1(CCCCC1)NC(OC1=CC(=C(C=C1)OC)C=1C=NC=C(C1)C1=NC=NN1COCC[Si](C)(C)C)=O 4-methoxy-3-(5-(1-((2-(trimethylsilyl)ethoxy)methyl)-1H-1,2,4-triazol-5-yl)pyridin-3-yl)phenyl cyclohexylcarbamate